(1R,3S)-3-(7-oxo-7,8-dihydro-[1,2,4]triazolo[4,3-a]pyrimidin-3-yl)cyclohexanaminium bromide [Br-].O=C1NC=2N(C=C1)C(=NN2)[C@@H]2C[C@@H](CCC2)[NH3+]